4-nitrobenzyl ((2S,3R)-3-((2-oxabicyclo[2.2.2]octan-4-yl)methoxy)-1-(methylamino)-1-oxobutan-2-yl)carbamate C12OCC(CC1)(CC2)CO[C@@H]([C@@H](C(=O)NC)NC(OCC2=CC=C(C=C2)[N+](=O)[O-])=O)C